O\C=C/1\[C@H](C2C3CCC=4C=CC=CC4C3CC[C@@]2(C1=O)C)CCC(=O)NC1=NC=C(C(=O)N(C)C)C=C1 6-(3-((13S,15S,Z)-16-(hydroxymethylene)-13-methyl-17-oxo-7,8,9,11,12,13,14,15,16,17-decahydro-6H-cyclopenta[a]phenanthren-15-yl)propanamido)-N,N-dimethylnicotinamide